2-(2-methylpropyl)-4-pentenoic acid CC(CC(C(=O)O)CC=C)C